N-(3-amino-5-bromophenyl)methanesulfonamide 5'-methylcytidine-5'-triphosphate P(O)(=O)(OP(=O)(O)OP(=O)(O)O)OC([C@@H]1[C@H]([C@H]([C@@H](O1)N1C(=O)N=C(N)C=C1)O)O)C.NC=1C=C(C=C(C1)Br)NS(=O)(=O)C